CC1(NC(C2=CC(=CC=C12)C1=NNC2=NC=C(C=C21)C=2C=CC1=C(CCC(CC1)N1[C@@H](CCC1)C)C2)=O)C 3,3-Dimethyl-6-(5-{7-[(2R)-2-methylpyrrolidin-1-yl]-6,7,8,9-tetrahydro-5H-benzo[7]annulen-2-yl}-1H-pyrazolo[3,4-b]pyridin-3-yl)-2,3-dihydro-1H-isoindol-1-one